2-(3,4-dihydroxyphenyl)-1,3-thiazolidine OC=1C=C(C=CC1O)C1SCCN1